Cl.NC=1C(=CC2=NC3=CC=C(C=C3N=C2C1)N(C)C)C 3-Amino-7-dimethylamino-2-methylphenazin Hydrochlorid